4-[[(2r,3S,4r,5S)-3-(3-chloro-2-fluorophenyl)-4-(4-chloro-2-fluorophenyl)-4-cyano-5-(2,2-dimethylpropyl)pyrrolidine-2-carbonyl]amino]-3-methoxybenzoic acid ClC=1C(=C(C=CC1)[C@H]1[C@@H](N[C@H]([C@]1(C#N)C1=C(C=C(C=C1)Cl)F)CC(C)(C)C)C(=O)NC1=C(C=C(C(=O)O)C=C1)OC)F